COC([C@H]1[C@H]([C@@H]([C@H]([C@H](O)O1)OC(C)=O)OCC1=CC=CC=C1)O[C@@H]1[C@@H]([C@@H](OC(C)=O)[C@H](O)[C@H](O1)COC(C)=O)N=[N+]=[N-])=O 3,6-di-O-acetyl-2-azido-2-deoxy-alpha-D-glucopyranosyl-(1→4)-2-O-acetyl-3-O-benzyl-alpha-L-iduronic acid methyl ester